C1=CC=CC=2C3=CC=CC=C3C(C12)COC(=O)NC1(CC1)C(=O)O 1-(9H-fluoren-9-ylmethoxycarbonylamino)cyclopropanecarboxylic acid